NC1=NC=2C=C(C=CC2C2=C1C=NN2C)CN(C(=O)C=2C=NC(=CC2)C#N)C2=CC=CC=1C(CCS(C12)(=O)=O)(F)F N-({4-amino-1-methyl-1H-pyrazolo[4,3-c]quinolin-7-yl}methyl)-6-cyano-N-(4,4-difluoro-1,1-dioxo-3,4-dihydro-2H-1λ6-benzothiopyran-8-yl)pyridine-3-carboxamide